BrC1=CC2=C(N(C=N2)C2CC2)C=C1 5-bromo-1-cyclopropyl-benzimidazole